C1(=CC=C(C=C1)OC1CCC(CC1)C(=O)OC(C)(C)C)C tert-butyl 4-(p-tolyloxy)cyclohexane-1-carboxylate